C(C)(C)(C)OC(=O)N1[C@@H](C[C@H](C1)NS(=O)(=O)C1=CC(=CC=C1)C(F)(F)F)NC=O (2S,4R)-2-formylamino-4-((3-(trifluoromethyl)phenyl)sulfonylamino)pyrrolidine-1-carboxylic acid tert-butyl ester